ClC=1C(=NC(=NC1)NC1=NN(N=C1)C)C1=CC=C2CN(C(C2=C1)=O)[C@@H](C(=O)N[C@H](CO)C1=CC(=CC=C1)C)C (2R)-2-(6-{5-chloro-2-[(2-methyl-2H-1,2,3-triazol-4-yl)amino]pyrimidin-4-yl}-1-oxo-2,3-dihydro-1H-isoindol-2-yl)-N-[(1S)-2-hydroxy-1-(3-methylphenyl)ethyl]propionamide